C(C1=CC=CC=C1)C(CNCC(=O)NC1C(C2CCC1C2)C(=O)N)CCC2=CC=CC=C2 3-[2-(2-benzyl-4-phenylbutylamino)acetylamino]bicyclo[2.2.1]heptane-2-carboxamide